FC1=C(C(=O)O)C(=CC(=C1)F)OCCOC 2,4-difluoro-6-(2-methoxyethoxy)benzoic acid